O=C(CCCCCC=CC(=O)O)C 9-OXODEC-2-ENOIC ACID